N1=CC(=CC=C1)CNC(=O)[C@H]1CC12CCN(CC2)C(=O)OC(C(F)(F)F)C(F)(F)F 1,1,1,3,3,3-hexafluoropropan-2-yl (S)-1-((pyridin-3-ylmethyl)carbamoyl)-6-azaspiro[2.5]octane-6-carboxylate